BrC=1C=C(C=C(C1)S(=O)(=O)C)NC(=O)C=1C=NN(C1)C1=C(C=CC(=C1)C#N)C N-(3-bromo-5-(methylsulfonyl)phenyl)-1-(5-cyano-2-methylphenyl)-1H-pyrazole-4-carboxamide